O(C1=CC=CC=C1)C=1C=CNC1 4-phenoxypyrrol